ClC1=C(OCC(=O)NC=2C=CC3=CN(N=C3C2)C)C=CC(=C1Cl)C(C(CC)=C)=O 2-(2,3-dichloro-4-(2-methylenebutyryl)phenoxy)-N-(2-methyl-2H-indazol-6-yl)acetamide